3-(4-(((5-(((adamantan-1-yl)amino)methyl)pyrimidin-2-yl)methyl)thio)-1-oxoisoindolin-2-yl)piperidine-2,6-dione C12(CC3CC(CC(C1)C3)C2)NCC=2C=NC(=NC2)CSC2=C3CN(C(C3=CC=C2)=O)C2C(NC(CC2)=O)=O